(S)-1-(2-chlorophenyl)ethanol ClC1=C(C=CC=C1)[C@H](C)O